C(=CCCCC)OC=1C(C(=O)O)=CC=CC1.CN(C)CC1CNCCC1(O)C=1C=C(C(=O)N)C=CC1 rac-anti-3-(3-((dimethylamino)methyl)-4-hydroxypiperidin-4-yl)benzamide HEXENYL-3-CIS-SALICYLATE